C[Si](CCC[Si](Cl)(C)C)(Cl)C 1,3-bis(dimethylchlorosilyl)propane